C(C)C1CC=C(CC1)C=1C=NN(C1)C1=CC=NN1 4-(4-Ethylcyclohex-1-en-1-yl)-1-(1H-pyrazol-5-yl)-1H-pyrazol